P(=O)(=O)C12OCC(CO1)(CO2)CO 2,6,7-trioxa-1-phosphobicyclo[2.2.2]-octane-4-methanol